2-((3-amino-5-bromopyridin-2-yl)oxy)ethyl(methyl)carbamate NC=1C(=NC=C(C1)Br)OCCN(C([O-])=O)C